C1(CC1)CCCOC=1C=C(C=CC1OC)N1C(N([C@H](CC1)C)CC1=C(C=C(C=C1)CCO)OC)=O (S)-1-(3-(3-cyclopropylpropoxy)-4-methoxyphenyl)-3-(4-(2-hydroxyethyl)-2-methoxybenzyl)-4-methyltetrahydropyrimidin-2(1H)-one